N-(6-aminobenzo[d]thiazol-2-yl)pyrazine-2-carboxamide NC1=CC2=C(N=C(S2)NC(=O)C2=NC=CN=C2)C=C1